[N+](=O)([O-])C=1C=C2C(N(C(C2=CC1)=O)[C@@H]1CC([C@@H]2N1C=C(C1=CC=CC=C21)C(=O)OC)(C(=O)OC)C(=O)OC)=O Trimethyl (3R,10bR)-3-(5-nitro-1,3-dioxoisoindolin-2-yl)-2,3-dihydropyrrolo[2,1-a]isoquinoline-1,1,6(10bH)-tricarboxylate